1,2,3,4-tetrahydro[1,7]naphthyridine N1CCCC2=CC=NC=C12